(Z)-6-((tert-butoxycarbonyl)amino)-2,2-dimethyl-4-oxo-3,8-dioxa-5,7-diaza-dodec-5-en-12-oic acid C(C)(C)(C)OC(=O)N/C(=N/C(OC(C)(C)C)=O)/NOCCCC(=O)O